CC1=CC=C(N=N1)C(=O)NN 6-methylpyridazine-3-carbohydrazide